N-(1-(tert-butyl)-3-((1S,3R)-3-((4-(prop-1-en-2-yl)pyridin-3-yl)oxy)cyclopentyl)-1H-pyrazol-5-yl)-2-(3-methylisoxazol-5-yl)acetamide C(C)(C)(C)N1N=C(C=C1NC(CC1=CC(=NO1)C)=O)[C@@H]1C[C@@H](CC1)OC=1C=NC=CC1C(=C)C